5-bromo-3-[3-[[ethyl(methyl)sulfamoyl]amino]-2,6-difluoro-benzoyl]-4-methyl-1H-pyrrolo[2,3-b]pyridine BrC=1C(=C2C(=NC1)NC=C2C(C2=C(C(=CC=C2F)NS(N(C)CC)(=O)=O)F)=O)C